OC(C(=O)O)COC[C@H](C)NC=1C=NN(C(C1C(F)(F)F)=O)CC1=CC=C(C=C1)OC 2-hydroxy-3-[(2S)-2-([1-[(4-methoxyphenyl)methyl]-6-oxo-5-(trifluoromethyl)pyridazin-4-yl]amino)propoxy]propanoic acid